oxainine hydrochloride Cl.O1CC=CC=C1